ClC=1C=C(C=C(C1OC1=NC=C(C(=C1)S(=O)(=O)C)O)Cl)N1N=C(C(NC1=O)=O)C(F)F 2-[3,5-dichloro-4-[(5-hydroxy-4-methylsulfonyl-2-pyridyl)oxy]phenyl]-6-(difluoromethyl)-1,2,4-triazine-3,5-dione